[1-[[3-[[(4R)-2,2-dimethylchroman-4-yl]carbamoyl]-2,2-dimethyl-cyclopropyl]-pyridin-1-ium-3-yl-methyl]-4,4-diethyl-6-oxo-hexahydropyrimidin-2-ylidene]ammonium CC1(OC2=CC=CC=C2[C@@H](C1)NC(=O)C1C(C1C(N1C(NC(CC1=O)(CC)CC)=[NH2+])C=1C=[NH+]C=CC1)(C)C)C